[Br-].[SH+]1C=CC=C1 1H-thiophen-1-ium bromide